C(C)(C)(C)OC(=O)NC(=NC(=O)OC(C)(C)C)NNC(=O)NC1=C(C=C(C=C1F)S(=O)(=O)N(C1=C(N=CS1)C(=O)O)CC1=CC=C(C=C1)OC)F 5-[[4-[[[N,N'-bis(tert-butoxycarbonyl)carbamimidoyl]amino]carbamoylamino]-3,5-difluoro-phenyl]sulfonyl-[(4-methoxyphenyl)methyl]amino]thiazole-4-carboxylic acid